2-(4-phenylphenyl)ethyl methacrylate C(C(=C)C)(=O)OCCC1=CC=C(C=C1)C1=CC=CC=C1